hydrobromic acid, hydrobromide Br.Br